4-chloro-3'-(((1-oxo-2-(3-((tetrahydro-2H-pyran-2-yl)oxy)cyclopentyl)isoindolin-5-yl)oxy)methyl)-[1,1'-biphenyl]-3-carboxylic acid ClC1=C(C=C(C=C1)C1=CC(=CC=C1)COC=1C=C2CN(C(C2=CC1)=O)C1CC(CC1)OC1OCCCC1)C(=O)O